C(CCC)C(COC(CCCCCN(C(CCCCCCCNCCCN(C(CCCCC(=O)OCC(CCCCCCCC)CCCCCC)=O)CCCCCCCCCCCCCCCC)=O)CCCCCCCCCC)=O)CCCCCC 2-hexyldecyl 6-((3-((8-((6-((2-butyloctyl)oxy)-6-oxohexyl)(decyl)amino)-8-oxooctyl)amino)propyl)(hexadecyl)amino)-6-oxohexanoate